[2-amino-5-[4-(6-chloro-5-fluoro-indolin-1-yl)quinazolin-6-yl]-3-pyridyl]-pyrrolidin-1-yl-methanone NC1=NC=C(C=C1C(=O)N1CCCC1)C=1C=C2C(=NC=NC2=CC1)N1CCC2=CC(=C(C=C12)Cl)F